C(#N)C1=CC=C(C=C1)OC(C1=CC=C(C=C1)C#N)=O 4-Cyanobenzoic acid-4-cyanophenyl ester